1-[5-(5-chloro-2-methoxypyridin-4-yl)-1H-pyrazole-3-carbonyl]-N-{1-methyl-2-oxabicyclo[2.2.1]heptan-4-yl}piperidine-4-carboxamide ClC=1C(=CC(=NC1)OC)C1=CC(=NN1)C(=O)N1CCC(CC1)C(=O)NC12COC(CC1)(C2)C